methyl (6aR)-4,6,6a,7,8,9-hexahydroindolo[4,3-fg]quinoline-9-carboxylate C1=CC=C2NC=C3C2=C1C1=CC(CN[C@@H]1C3)C(=O)OC